3-Methyl-7-oxo-3-(1H-1,2,3-triazol-1-ylmethyl)-4-thia-1-azabicyclo[3.2.0]heptane-2-carboxylic acid 4,4-dioxide CC1(C(N2C(CC2S1(=O)=O)=O)C(=O)O)CN1N=NC=C1